3-(3-(cyclopropyl(4-methyl-4H-1,2,4-triazol-3-yl)methyl)phenyl)-8-methyl-6-(((S)-3-methylpiperidin-1-yl)methyl)-4H-chromen-4-one C1(CC1)C(C=1C=C(C=CC1)C1=COC2=C(C=C(C=C2C1=O)CN1C[C@H](CCC1)C)C)C1=NN=CN1C